C(C)(C)(C)OC(=O)N1C[C@@H](C[C@@]1(C)CO[Si](C)(C)C(C)(C)C)N1CCCC2=CC(=CC(=C12)C1=C2C(=NC=C1)C=C(S2)C(=O)OC)Cl methyl 7-[1-[(3R,5S)-1-tert-butoxycarbonyl-5-[[tert-butyl(dimethyl)silyl]oxymethyl]-5-methyl-pyrrolidin-3-yl]-6-chloro-3,4-dihydro-2H-quinolin-8-yl]thieno[3,2-b]pyridine-2-carboxylate